6-(2-amino-[1,2,4]triazolo[1,5-a]pyridin-7-yl)-N-(1-(2-(trifluoromethoxy)phenyl)ethyl)-1H-benzo[d]imidazole-4-carboxamide NC1=NN2C(C=C(C=C2)C=2C=C(C3=C(NC=N3)C2)C(=O)NC(C)C2=C(C=CC=C2)OC(F)(F)F)=N1